CC1=CC=2C(=NC(=CC2)C(F)(F)F)N1 2-Methyl-6-(trifluoromethyl)-1H-pyrrolo[2,3-b]pyridin